3-(5-chloro-2-methoxyphenyl)-3-methyl-6-(trifluoromethyl)-1H-pyrrolo[3,2-c]pyridin-2(3H)-one ClC=1C=CC(=C(C1)C1(C(NC2=C1C=NC(=C2)C(F)(F)F)=O)C)OC